(3R)-1-[2-[[1-[[tert-butyl(dimethyl)silyl]oxymethyl]cyclopropyl]methoxy]-7-chloro-8-fluoro-pyrido[4,3-d]pyrimidin-4-yl]-3-methyl-piperidin-3-ol [Si](C)(C)(C(C)(C)C)OCC1(CC1)COC=1N=C(C2=C(N1)C(=C(N=C2)Cl)F)N2C[C@@](CCC2)(O)C